3-BROMO-4-METHYL-PHENYLISOCYANIDE BrC=1C=C(C=CC1C)[N+]#[C-]